tetrahydropyrazolo[1,5-a]pyridine-2-carboxamide N1C(CC2N1C=CC=C2)C(=O)N